Cl.OC1=C(C=C(C=C1)NC(C1=CC=C(C=C1)NCC1=CC=C(C=C1)OC(F)(F)F)=O)S(=O)(=O)C N-(4-hydroxy-3-(methylsulfonyl)phenyl)-4-((4-(trifluoromethoxy)benzyl)amino)benzamide hydrochloride